N-(3-(5-chloro-2-(difluoromethoxy)phenyl)-1-(2-(dimethylamino)-2-oxoethyl)-1H-pyrazol-4-yl)pyrazolo[1,5-a]pyrimidine-3-carboxamide ClC=1C=CC(=C(C1)C1=NN(C=C1NC(=O)C=1C=NN2C1N=CC=C2)CC(=O)N(C)C)OC(F)F